CC1(OC(CN1C(C(Cl)Cl)=O)C)C 2,2,5-Trimethyl-3-(dichloroacetyl)-1,3-oxazolidin